CN1CCN(CC1)C(CC=1N=C(SC1)NC(=O)NC1=CC=C(C=C1)OCCOCCOCC#C)=O 1-[4-[2-(4-methylpiperazin-1-yl)-2-oxo-ethyl]thiazol-2-yl]-3-[4-[2-(2-prop-2-ynoxyethoxy)ethoxy]phenyl]urea